N-(3,4-difluorophenyl)-3-(methoxymethoxy)-5-nitro-2-(2-tetrahydropyran-4-ylethynyl)aniline FC=1C=C(C=CC1F)NC1=C(C(=CC(=C1)[N+](=O)[O-])OCOC)C#CC1CCOCC1